C(C\C=C\CCCCCC)(=O)O trans-3-decenoic acid